O1COC2=C1C=CC(=C2)CNC(C2=CN=C(C=C2)NC2=NC=CC1=CC=C(C=C21)Cl)=O N-(benzo[d][1,3]dioxol-5-ylmethyl)-6-((7-chloroisoquinolin-1-yl)amino)nicotinamide